CC1=CC=CC(=N1)C1=NC(=C2N=CNC2=N1)N1C2=C(OCC1)C=NC=C2 1-(2-(6-methylpyridin-2-yl)-9H-purin-6-yl)-2,3-dihydro-1H-pyrido[3,4-b][1,4]oxazine